(S)-2-((tert-Butoxycarbonyl)amino)-3-(3-cyanophenyl)propanoic acid C(C)(C)(C)OC(=O)N[C@H](C(=O)O)CC1=CC(=CC=C1)C#N